CN1CCN(CC1)C1=CC(=NC=C1)NC=1SC2=C(N1)C=CC(=C2)N2C=NN=C2 N-(4-(4-methylpiperazin-1-yl)pyridin-2-yl)-6-(4H-1,2,4-triazol-4-yl)benzo-[d]thiazol-2-amine